(R)-3-hydroxy-1-methyl-3-(3-(3-(5-toluenesulfonyl-5H-pyrrolo[2,3-b]pyrazin-7-yl)phenyl)isoxazol-5-yl)pyrrolidin-2-one O[C@@]1(C(N(CC1)C)=O)C1=CC(=NO1)C1=CC(=CC=C1)C1=CN(C2=NC=CN=C21)S(=O)(=O)CC2=CC=CC=C2